1-tert-butoxycarbonyl-1-ethylhydrazine C(C)(C)(C)OC(=O)N(N)CC